2-(ethylthio)-1H-benzimidazole C(C)SC1=NC2=C(N1)C=CC=C2